1-(tert-butyl) 3-ethyl (3S,4R)-4-(((R)-1-phenylethyl)amino)piperidine-1,3-dicarboxylate C1(=CC=CC=C1)[C@@H](C)N[C@H]1[C@H](CN(CC1)C(=O)OC(C)(C)C)C(=O)OCC